[Sb].[Li].[Na].[K].[Na] sodium potassium sodium lithium antimony